C(C)N(C1=CC=C(C(=O)C2=CC=C(C=C2)N(CC)CC)C=C1)CC 4,4'-bis(diethylamino)benzophenone